N-(6-(3-(3-chloro-5-(trifluoromethyl)phenylsulfonamido)-2,6-difluorophenyl)quinazolin-2-yl)pivaloamide ClC=1C=C(C=C(C1)C(F)(F)F)S(=O)(=O)NC=1C(=C(C(=CC1)F)C=1C=C2C=NC(=NC2=CC1)NC(C(C)(C)C)=O)F